9-[2-[3-[(5-bromo-2-pyridyl)oxy]cyclobutoxy]ethyl]-1-oxa-4,9-diazaspiro[5.5]undecane-4-carboxylic acid tert-butoxide CC(C)(C)[O-].BrC=1C=CC(=NC1)OC1CC(C1)OCCN1CCC2(CN(CCO2)C(=O)O)CC1